N-(6-(trifluoromethyl)pyridin-2-yl)-N'-(2-(trifluoromethyl)pyridin-4-yl)-6-morpholino-[1,3,5]triazine-2,4-diamine FC(C1=CC=CC(=N1)NC1=NC(=NC(=N1)NC1=CC(=NC=C1)C(F)(F)F)N1CCOCC1)(F)F